2,5-dimethyl-3-bromoaniline CC1=C(N)C=C(C=C1Br)C